FC1=C(C#N)C=CC(=C1)C(C)O 2-fluoro-4-(1-hydroxyethyl)benzonitrile